C1(C=CC(C=C1)=O)=O 1,4-BENZOQUINONE